COC1=C(N)C=CC(=C1OC)OC 2,3,4-trimethoxyaniline